N1=C(N=CC=C1)N=C1SC=C(N1)C1=CC=C(C=C1)Br 2-((pyrimidin-2-yl)imino)-4-(4-bromophenyl)thiazole